C(C)(C)NC(C1=NC(=C(C=C1)N1C=NC(=C1)C1=NC(=NC=C1C(F)(F)F)NC1CCN(CC1)S(=O)(=O)C)C)=O N-Isopropyl-6-methyl-5-(4-(2-((1-(methyl-sulfonyl)piperidin-4-yl)amino)-5-(trifluoromethyl)-pyrimidin-4-yl)-1H-imidazol-1-yl)picolinamide